4-(4,4,5,5-tetramethyl-1,3,2-dioxaborolan-2-yl)-1-((2-(trimethyl-silyl)ethoxy)methyl)-1H-pyrazole CC1(OB(OC1(C)C)C=1C=NN(C1)COCC[Si](C)(C)C)C